ClC1=NC(=NC=2C=3C=CC(=CC3OC12)C(F)F)C 6-chloro-11-(difluoromethyl)-4-methyl-8-oxa-3,5-diazatricyclo[7.4.0.02,7]Tridec-1(9),2(7),3,5,10,12-hexaene